4-methacryloxy-2,2,6,6-tetramethyl-piperidinol C(C(=C)C)(=O)OC1CC(N(C(C1)(C)C)O)(C)C